1,5-bis(1-methyl-1H-pyrrol-2-yl)penta-1,4-dien-3-one CN1C(=CC=C1)C=CC(C=CC=1N(C=CC1)C)=O